ethyl (11-(oxetan-3-ylmethoxy)dibenzo[b,f][1,4]oxazepin-2-yl)carbamate O1CC(C1)COC1=NC2=C(OC3=C1C=C(C=C3)NC(OCC)=O)C=CC=C2